(2S,4S)-2-((S)-2-(3-hydroxypyridin-2-yl)-4,5-dihydrothiazol-4-yl)-3-methylthiazolidine-4-carboxylic acid OC=1C(=NC=CC1)C=1SC[C@H](N1)[C@@H]1SC[C@@H](N1C)C(=O)O